BrC=1N=CN(C1)C1=CC=C(C=C1)N1C[C@@H]([C@@H](C1)F)N(C(OC(C)(C)C)=O)C tert-butyl ((3S,4R)-1-(4-(4-bromo-1H-imidazol-1-yl)phenyl)-4-fluoropyrrolidin-3-yl)(methyl)carbamate